FC1(CN(CC1)C=1C=C(C=CC1)C1=CC=C(C=C1)[C@H](CO)NC(=O)NC=1N=C(SC1)C#C)F (R)-1-(1-(3'-(3,3-difluoropyrrolidin-1-yl)-[1,1'-biphenyl]-4-yl)-2-hydroxyethyl)-3-(2-ethynylthiazol-4-yl)urea